COC1=CC=C(COCC=2C=C(C=CC2C)C(C(C(=O)OC)C)C=2SC(=CC2)C2(OCCO2)C)C=C1 methyl 3-(3-{[(4-methoxybenzyl)oxy]methyl}-4-methylphenyl)-2-methyl-3-[5-(2-methyl-1,3-dioxolan-2-yl)thiophen-2-yl]propanoate